(1S,5R)-5-(4-(6-((4-cyano-2-fluorobenzyl)oxy)pyridin-2-yl)piperidin-1-yl)-1-methyl-1,2,4,5-tetrahydrobenzo[4,5]imidazolo[1,2-d][1,4]oxazepine-9-carboxylic acid C(#N)C1=CC(=C(COC2=CC=CC(=N2)C2CCN(CC2)[C@@H]2C=3N([C@H](COC2)C)C2=C(N3)C=CC(=C2)C(=O)O)C=C1)F